BrC1=C(C(=CC=C1)Cl)NC(=O)C=1C(=NC(=NC1)NC1=CC(=C(C=C1)[C@H]1CN(CCC1)C)C)OC (S)-N-(2-bromo-6-chlorophenyl)-4-methoxy-2-((3-methyl-4-(1-methylpiperidin-3-yl)phenyl)amino)pyrimidine-5-carboxamide